C(N)(OC1=C(C=C2CCN(C(C2=C1)(CCC1=CNC2=CC=C(C=C12)OC)CC1C2=CC=CC=C2C=2C=CC=CC12)C(=O)N1CCOCC1)OC)=O (9H-fluoren-9-yl)methyl(6-methoxy-1-(2-(5-methoxy-1H-indol-3-yl)ethyl)-2-(morpholine-4-carbonyl)-1,2,3,4-tetrahydroisoquinolin-7-yl) carbamate